tertiary butylaminolithium C(C)(C)(C)N[Li]